N-(1-methyltridecyl)-bicyclo[2.2.1]Hept-5-ene-2,3-dicarboximide CC(CCCCCCCCCCCC)N1C(=O)C2C3C=CC(C2C1=O)C3